C1(CC1)CN1CCN(CC1)C1=NC=C(C=N1)C=1C(=CC(=C(C1)NC(C1=C(C=C(C=C1)F)C(F)(F)F)=O)N1C[C@H](N(CC1)C)C)F |r| N-[5-[2-[4-(cyclopropylmethyl)piperazin-1-yl]pyrimidin-5-yl]-4-fluoro-2-[rac-(3R)-3,4-dimethylpiperazin-1-yl]phenyl]-4-fluoro-2-(trifluoromethyl)benzamide